ClC1=CC=C(OCC(=O)NC2CCN(CC2)C[C@H](COC2=CC=C(C=C2)Cl)O)C=C1 (R)-2-(4-chlorophenoxy)N-(1-(3-(4-chlorophenoxy)-2-hydroxypropyl)piperidin-4-yl)acetamide